4-chloro-3-fluoropyridin ClC1=C(C=NC=C1)F